ClC=1C(=NC(=NC1)F)NC=1C=C2CCN(C2=CC1)C 5-((5-chloro-2-fluoropyrimidin-4-yl)amino)-1-methylindolin